1-naphthyl-(1,10-phenanthroline-2-yl)-methanol C1(=CC=CC2=CC=CC=C12)C(O)C1=NC2=C3N=CC=CC3=CC=C2C=C1